O=C1NC(CCC1N1C(C2=CC=C(C=C2C1=O)N1CCN(CC1)CCCCN1[C@H](CN(CC1)C1=NC=NC(=C1)C1=NNC2=CC=C(C=C12)OC(C)C)C)=O)=O 2-(2,6-dioxo-3-piperidyl)-5-[4-[4-[(2S)-4-[6-(5-isopropoxy-1H-indazol-3-yl)pyrimidin-4-yl]-2-methyl-piperazin-1-yl]butyl]piperazin-1-yl]isoindoline-1,3-dione